1-(10-((3-chloro-4-(pyridin-2-ylmethoxy)phenyl)amino)-2,3-dihydro-4H-[1,4]oxazino[2,3-f]quinazolin-4-yl)prop-2-en-1-one ClC=1C=C(C=CC1OCC1=NC=CC=C1)NC1=NC=NC2=CC=C3C(=C12)OCCN3C(C=C)=O